FC(C1=NC(=NC(=C1C(=O)OCC)\C=C\N(C)C)SC)F ethyl (E)-4-(difluoromethyl)-6-(2-(dimethylamino)vinyl)-2-(methylthio)pyrimidine-5-carboxylate